4-methyl-4-(1-methyl-7-methylsulfanyl-2-oxo-4H-pyrimido[4,5-d]pyrimidin-3-yl)-2,3-dihydroquinoline-1-carboxylic acid tert-butyl ester C(C)(C)(C)OC(=O)N1CCC(C2=CC=CC=C12)(N1C(N(C2=NC(=NC=C2C1)SC)C)=O)C